CC=1N(C2=CC=C(C=C2C1)C)C1=NC=CC=N1 2,5-dimethyl-1-(pyrimidin-2-yl)indole